5-methoxy-3-methyl-1-(naphthalen-1-yl)-1H-benzo[g]indazole COC=1C=C2C(=NN(C2=C2C1C=CC=C2)C2=CC=CC1=CC=CC=C21)C